5-([1,2,4]Triazolo[1,5-a]pyridin-6-yl)-N-(4-(propylsulfonyl)phenyl)-1-(6-methyl-pyridin-2-yl)-1H-pyrazol-3-carboxyamid N=1C=NN2C1C=CC(=C2)C2=CC(=NN2C2=NC(=CC=C2)C)CC(=O)NC2=CC=C(C=C2)S(=O)(=O)CCC